F[C@H]1C[C@H](N2N=C(N=C21)S(=O)(=O)[C@@H]2[C@H](C2)F)C2=CC=C(C=C2)F (5S,7S)-7-fluoro-5-(4-fluorophenyl)-2-[(1S,2S)-2-fluorocyclopropyl]sulfonyl-6,7-dihydro-5H-pyrrolo[1,2-b][1,2,4]triazole